C1N(CCC12CNCC2)C(=O)OCCCC butyl 2,7-diazaspiro[4.4]nonane-2-carboxylate